Cl.C(C)C=1C=CC(=C(C1)S(=O)(=O)NC1=NOC2=C1C(=CC(=C2)CO[C@@H]2CNCC2)OC)OC (S)-5-ethyl-2-methoxy-N-(4-methoxy-6-((pyrrolidin-3-yloxy)methyl)benzo[d]isoxazol-3-yl)benzenesulfonamide hydrochloride